4-benzyl-2-{[4-(3-bromophenyl)piperidin-1-yl]methyl}-1,4-oxazepane C(C1=CC=CC=C1)N1CC(OCCC1)CN1CCC(CC1)C1=CC(=CC=C1)Br